C(C)(C)OC1CN(C1)C(=O)O[C@@H]1CC[C@H](CC1)C(N(C[C@@H]1CC[C@H](CC1)C1=NC(=C(C=C1)OC)C)C1=NC=CC(=C1)C=1N=C(OC1)C1CC1)=O trans-4-((4-(2-Cyclopropyloxazol-4-yl)pyridine-2-yl)((trans-4-(5-methoxy-6-methylpyridin-2-yl)cyclohexyl)methyl)carbamoyl)cyclohexyl 3-isopropoxyazetidine-1-carboxylate